2'-(difluoromethyl)-5'-methoxy-6-(6-oxopyridazine-1(6H)-yl)-[4,4'-bipyridine]-3-carboxylic acid benzyl ester C(C1=CC=CC=C1)OC(=O)C=1C=NC(=CC1C1=CC(=NC=C1OC)C(F)F)N1N=CC=CC1=O